COC1=NC=C(C=C1S(=O)(=O)Cl)C 2-methoxy-5-methyl-pyridine-3-sulfonyl chloride